4-(6-bromo-2,3-dihydro-1H-indol-1-yl)-2-methyl-quinazoline BrC1=CC=C2CCN(C2=C1)C1=NC(=NC2=CC=CC=C12)C